COC1=NC=C(C(=N1)OC)C=1C=C2C(=NC1)NN=C2C(=O)C=2C(=C(C(=CC2)F)NS(=O)(=O)CCC)F N-[3-[5-(2,4-dimethoxypyrimidin-5-yl)-1H-pyrazolo[3,4-b]pyridine-3-carbonyl]-2,6-difluoro-phenyl]propane-1-sulfonamide